C(CCC)(=O)NC1=NC=CC(=C1)CN1CCN(CC1)C=1C=CC(=NC1C)C(=O)NC1CC1 5-(4-((2-butyramidopyridin-4-yl)methyl)piperazin-1-yl)-N-cyclopropyl-6-methylpicolinamide